[I-].C[NH+](C)C N,N-dimethylmethylammonium iodide